N1=CC(=CC=C1)CC(=O)Cl 2-(pyridin-3-yl)acetyl chloride